N-[2-(diethylamino)ethyl]-5-[(Z)-(5-fluoro-2-oxo-1H-indol-3-ylidene)methyl]-2,4-dimethyl-1H-pyrrole-3-carboxamide C(C)N(CCNC(=O)C1=C(NC(=C1C)\C=C\1/C(NC2=CC=C(C=C12)F)=O)C)CC